C(C)(C)OC=1C=CC2=C(N(C(C(N2C)=O)=O)C2CCNCC2)N1 6-isopropoxy-1-methyl-4-(piperidin-4-yl)-1,4-dihydropyrido[2,3-b]pyrazine-2,3-dione